3-(2,4-Dimethoxybenzyl)-11-(methoxymethyl)-8,8-dimethyl-7,10-dihydro-8H-pyrano[3'',4'':5',6']pyrido[3',2':4,5]thieno[3,2-d]pyrimidin-4(3H)-one COC1=C(CN2C=NC3=C(C2=O)SC2=C3C(=C3C(=N2)CC(OC3)(C)C)COC)C=CC(=C1)OC